C(C)(=O)[O-].[PH2](=O)O.[Na+] sodium hypophosphite acetate